N1,N1',N1''-(benzene-1,3,5-triyltris(methylene))tris(propane-1,3-diamine) hydrochloride salt Cl.C1(=CC(=CC(=C1)CNCCCN)CNCCCN)CNCCCN